(rac)-cis-2-(5-fluoropyridin-2-yl)-6,7-dimethyl-6,7-dihydro-4H-pyrazolo[5,1-c][1,4]Oxazine FC=1C=CC(=NC1)C1=NN2C(CO[C@H]([C@H]2C)C)=C1 |r|